CN(CCN(C1=C(C=C(C=C1)[N+](=O)[O-])S(=O)(=O)C)C)C N1,N1,N2-trimethyl-N2-(2-(methylsulfonyl)-4-nitrophenyl)ethane-1,2-diamine